(1-(thiazol-2-yl)-1H-pyrazol-4-yl)boronic acid S1C(=NC=C1)N1N=CC(=C1)B(O)O